C(CCOC=1C=C2CN(CC2=CC1OC)C(CCC#N)=O)OC=1C=C2CN(CC2=CC1OC)C(CCC#N)=O 4,4'-((propane-1,3-diylbis(oxy))bis(6-methoxyisoindoline-5,2-diyl))bis(4-oxobutanenitrile)